FC(OC=1C=C(C=CC1F)C=1C=C(C(=NC1)C(F)F)CN1C(OCCC1)=O)F 3-[[5-[3-(Difluoromethoxy)-4-fluoro-phenyl]-2-(difluoromethyl)-3-pyridyl]methyl]-1,3-oxazinan-2-one